4-[[4-[[(1S)-2-hydroxy-1-phenyl-ethyl]amino]-5-[3-(trifluoromethyl)-1,2,4-oxadiazol-5-yl]pyrimidin-2-yl]amino]-N,2-dimethyl-benzamide OC[C@H](C1=CC=CC=C1)NC1=NC(=NC=C1C1=NC(=NO1)C(F)(F)F)NC1=CC(=C(C(=O)NC)C=C1)C